1-(2-hydroxy-Boc-2-pyridinyl)homopiperazine OC1(NC=CC=C1C(=O)OC(C)(C)C)N1CCNCCC1